C(CCCCCCCC)N(CCCCCCCCC)CC(=O)OCC(C)C isobutyl N,N-dinonylaminoacetate